chlorobiphenyl-2-amine ClC1=C(C(=CC=C1)C1=CC=CC=C1)N